methyl 4-(benzyloxy)-2-methoxy-6-methylbenzoate C(C1=CC=CC=C1)OC1=CC(=C(C(=O)OC)C(=C1)C)OC